FC(C1=NN=C(O1)C1=CC(=C(CN2N=NC(=C2)C=2C(=C(N)C=CC2)F)C=C1)F)F 3-(1-(4-(5-(difluoromethyl)-1,3,4-oxadiazol-2-yl)-2-fluorobenzyl)-1H-1,2,3-triazol-4-yl)-2-fluoroaniline